3-(1-oxo-4-((9-((4,4,5,5,5-pentafluoropentyl)thio)nonyl)thio)isoindolin-2-yl)piperidine-2,6-dione O=C1N(CC2=C(C=CC=C12)SCCCCCCCCCSCCCC(C(F)(F)F)(F)F)C1C(NC(CC1)=O)=O